[Re+].N1=C(C=CC=C1)C1=NC=CC=C1 (2,2'-bipyridine) rhenium (I)